6α,9-difluoro-11β,17,21-trihydroxypregna-1,4-diene F[C@H]1C[C@H]2[C@@H]3CC[C@](CCO)([C@]3(C[C@@H]([C@@]2([C@]2(C=CCC=C12)C)F)O)C)O